[C@@H]12CN(C[C@H]2CC1)C1=NC=C(C=C1C(=O)NC1=CC(=NC=C1)C#N)C(F)(F)F 2-[(1r,5s)-3-azabicyclo[3.2.0]hept-3-yl]-N-(2-cyano-4-pyridinyl)-5-(trifluoromethyl)pyridine-3-carboxamide